di-tert-butyl {[(tert-butoxy)(diisopropylamino)phosphanyl]methyl}phosphonate C(C)(C)(C)OP(N(C(C)C)C(C)C)CP(OC(C)(C)C)(OC(C)(C)C)=O